(±)-1-fluoro-N-(5-(trifluoromethyl)pyridin-2-yl)-6,7,8,9-tetrahydro-5H-5,8-epimino-cyclohepta[c]pyridine-10-carboxamide FC1=NC=CC2=C1CC1CCC2N1C(=O)NC1=NC=C(C=C1)C(F)(F)F